OCCOC1=C(C=CC=C1)C1=NC(=NC2=CC=CC=C12)N 4-(2-hydroxyethoxyphenyl)quinazolin-2-ylamine